COC1=CC(=C(C(=O)O)C=C1)N(S(=O)(=O)C)C 4-methoxy-2-[methyl(methylsulfonyl)amino]benzoic acid